1H-1,2,4-triazole-3,5-dicarboxylic acid N1N=C(N=C1C(=O)O)C(=O)O